N1(CCOCC1)C1CCN(CC1)S(=O)(=O)C1=CC=C(C=C1)NC(=O)NCC=1C=NC=CC1 1-{4-[4-(morpholin-4-yl)piperidine-1-sulfonyl]phenyl}-3-(pyridin-3-ylmethyl)urea